[Si](C)(C)(C(C)(C)C)O[C@H]1[C@@H](O[C@@H]([C@H]1O)CO[Si](C)(C)C(C)(C)C)N1C=2N=C(NC(C2N=C1)=O)NC(C)=O N-(9-((2R,3R,4R,5R)-3-((tert-butyldimethylsilyl)oxy)-5-(((tert-butyldimethylsilyl)oxy)methyl)-4-hydroxytetrahydrofuran-2-yl)-6-oxo-6,9-dihydro-1H-purin-2-yl)acetamide